C(C)(C)(C)OC(=O)N1CCN(C2(CC2)C1)C(CN1N=C(C2=C1C[C@@H]1[C@H]2C1)C(=O)OCC)=O (3bR,4aR)-ethyl 1-(2-(7-(tert-butoxycarbonyl)-4,7-diazaspiro[2.5]octan-4-yl)-2-oxoethyl)-3b,4,4a,5-tetrahydro-1H-cyclopropa[3,4]cyclopenta[1,2-c]pyrazole-3-carboxylate